[1-(3-chloro-5-fluoropyridin-2-yl)ethyl]-2-methylpropan-2-sulfinamide ClC=1C(=NC=C(C1)F)C(C)CC(C)(S(=O)N)C